C[C@@H]1N(C[C@H](N(C1)C1COC1)C)C=1C=CC(=NC1)N 5-((2S,5R)-2,5-dimethyl-4-(oxetan-3-yl)piperazin-1-yl)pyridin-2-amine